6-[[(3R)-1-ethyl-3-piperidyl]amino]-3-(4-hydroxy-6-methyl-2,3-dihydrobenzofuran-5-yl)-4-methyl-1,2,4-triazin-5-one C(C)N1C[C@@H](CCC1)NC=1C(N(C(=NN1)C=1C(=CC2=C(CCO2)C1O)C)C)=O